C(C)(C)(C)OC(=O)N1CCN(CC1)C1=C(C=NC2=C(C(=C(C=C12)Cl)C1=CC=C(C2=C1N=C(S2)NC(=O)OC(C)(C)C)F)OC)C#N 4-(7-(2-((tert-Butoxycarbonyl)amino)-7-fluorobenzo[d]thiazol-4-yl)-6-chloro-3-cyano-8-methoxyquinolin-4-yl)piperazine-1-carboxylic acid tert-butyl ester